azepine-heptanol N1C(=CC=CC=C1)CCCCCCCO